C(C)(C)(C)OC(=O)N1CCC2(C(CO2)N2CCOCC2)CC1 3-morpholino-1-oxa-7-azaspiro[3.5]nonane-7-carboxylic acid tert-butyl ester